tert-butyl 5-hydroxy-2,2-dimethyl-piperidine-1-carboxylate OC1CCC(N(C1)C(=O)OC(C)(C)C)(C)C